C(C)C=1OC2=C(N1)C=CC(=C2)C=2N=C1N(CC2)C=C(C=C1)N1C[C@@H](NCC1)C 2-(2-ethyl-1,3-benzoxazol-6-yl)-7-[(3S)-3-methylpiperazin-1-yl]-4H-pyrido[1,2-a]pyrimidin